[Cl-].C(C1=CC=CC=C1)[NH2+]OC benzylmethoxyammonium chloride